OC(CC(=O)C1=CC=CC=C1)CCO 3,5-dihydroxyvaleryl-benzene